(N,N'-di-i-propylformamidine) yttrium [Y].C(C)(C)NC=NC(C)C